FC=1C=CC(=NC1)C1=NN2C(CC[C@@](C2)(C)COC)=C1C1=C2C(=NC(=C1)C)NN=C2 (R)-4-(2-(5-Fluoropyridin-2-yl)-6-(methoxymethyl)-6-methyl-4,5,6,7-tetrahydropyrazolo[1,5-a]pyridin-3-yl)-6-methyl-1H-pyrazolo[3,4-b]pyridine